8-methyl-nonanoic acid ethyl ester C(C)OC(CCCCCCC(C)C)=O